C(C)(=O)O[C@H]1CC[C@@]2([C@H]3CC[C@]4([C@H]([C@@H]3C(C[C@H]2C1)=O)CC[C@@H]4[C@@H](CCCC(=O)OC)C)C)C Methyl (5R)-5-[(1R,3aS,3bR,5aR,7S,9aS,9bS,11aR)-7-acetoxy-9a,11a-dimethyl-4-oxohexadecahydro-1H-cyclopenta[1,2-a]phenanthren-1-yl]hexanoate